2-oxo-3H-1,3-benzoxazole-5-carboxaldehyde O=C1OC2=C(N1)C=C(C=C2)C=O